(R)-4-((6-(2-hydroxy-6-methyl-4-(trifluoromethyl)phenyl)-2H-pyrazolo[3,4-b]pyrazin-2-yl)methyl)-1-isopropylpyrrolidin-2-one OC1=C(C(=CC(=C1)C(F)(F)F)C)C=1C=NC=2C(N1)=NN(C2)C[C@@H]2CC(N(C2)C(C)C)=O